2-(3-chloro-5-((4-methyl-4H-1,2,4-triazol-3-yl)(oxetan-3-yl)methyl)phenyl)-6-(((1-methylcyclobutyl)amino)methyl)-4-(trifluoromethyl)isoindolin-1-one ClC=1C=C(C=C(C1)C(C1COC1)C1=NN=CN1C)N1C(C2=CC(=CC(=C2C1)C(F)(F)F)CNC1(CCC1)C)=O